CC=1C(=[N+](C=CC1)C)C TRIMETHYLPYRIDINIUM